CN1CC(C1)(C)[C@@](O)(C=1C=NC=C(C1)C1=NOC(=N1)C1CCN(CC1)S(=O)(=O)CCC)C1=CC=C(C=C1)C(C)C (R)-(1,3-dimethyl-azetidin-3-yl)-(4-isopropyl-phenyl)-(5-{5-[1-(propane-1-sulfonyl)-piperidin-4-yl]-[1,2,4]Oxadiazol-3-yl}-pyridin-3-yl)-methanol